2-(3,3,3-Trifluoropropanamido)benzamide FC(CC(=O)NC1=C(C(=O)N)C=CC=C1)(F)F